C[C@@H]1CN(C[C@@H](C1)NCC1=NC=2CCNCC2C=C1)C1=C2C=CC=NC2=C(C=C1)C#N 5-[(3S,5R)-3-methyl-5-(5,6,7,8-tetrahydro-1,6-naphthyridin-2-ylmethylamino)-1-piperidinyl]quinoline-8-carbonitrile